4,6,8,10-tetramethyltridecyl pentyloxymethyl ether C(CCCC)OCOCCCC(CC(CC(CC(CCC)C)C)C)C